1-(3-(dibenzylamino)cyclobutyl)hex-5-en-1-one (9-ethyl-6-morpholino-8-(pyridin-4-yl)-9H-purin-2-yl)-4-phenyl-1H-pyrazole-3-carboxylate C(C)N1C2=NC(=NC(=C2N=C1C1=CC=NC=C1)N1CCOCC1)OC(=O)C1=NNC=C1C1=CC=CC=C1.C(C1=CC=CC=C1)N(C1CC(C1)C(CCCC=C)=O)CC1=CC=CC=C1